ClC=1C(=C(C(=CC1)C(F)F)C1=CN=CC(=N1)C(=O)NC=1C=NN(C1)[C@H](C)C1=NC=C(C(=C1C)C)N1C([C@@H]2C[C@@H]2C1)=O)F |o1:24| 6-(3-chloro-6-(difluoromethyl)-2-fluorophenyl)-N-(1-((R or S)-1-(3,4-dimethyl-5-((1R,5S)-2-oxo-3-azabicyclo[3.1.0]hex-3-yl)pyridin-2-yl)ethyl)-1H-pyrazol-4-yl)pyrazine-2-carboxamide